ClC=1C=C(C(=NC1)N1C(C(N(C(C1)=O)CC1=CC(=C(C=C1)F)C)C1COC1)=O)F 1-(5-chloro-3-fluoropyridin-2-yl)-4-(4-fluoro-3-methylbenzyl)-3-(oxetan-3-yl)piperazine-2,5-dione